O1N=CC(=C1C(=O)OCC)C(=O)OC(C)(C)C 4-(tert-Butyl) 5-ethyl isoxazole-4,5-dicarboxylate